2-(3-aminoprop-1-yn-1-yl)-4-(piperazin-1-yl)benzoic acid methyl ester hydrochloride Cl.COC(C1=C(C=C(C=C1)N1CCNCC1)C#CCN)=O